C(C)(C)(C)OC(=O)NC[C@@H](OC1=NC(=NC(=C1)C1=C(C=CC=C1C)C)NS(=O)(=O)C=1C=C(C(=O)O)C=CC1)C1=CC=CC=C1 3-[[4-[(1S)-2-(tert-butoxycarbonylamino)-1-phenyl-ethoxy]-6-(2,6-dimethylphenyl)pyrimidin-2-yl]sulfamoyl]benzoic acid